ClC1=NN(C=C1)C(CC(=O)O)C(F)F 3-(3-chloro-1H-pyrazol-1-yl)-4,4-difluorobutyric acid